(3S,5S,6R)-3-((7-fluoro-1-hydroxy-1,3-dihydrobenzo[c][1,2]oxaborol-4-yl)methyl)-5,6-diphenylmorpholin-2-one FC1=CC=C(C2=C1B(OC2)O)C[C@@H]2N[C@H]([C@H](OC2=O)C2=CC=CC=C2)C2=CC=CC=C2